(R)-2-amino-3-phenylpropanol N[C@@H](CO)CC1=CC=CC=C1